CN(C1=CC=C(C=C1)C=1C=C2C(=NC1)NN=C2C(=O)C=2C(=C(C=CC2F)NS(=O)(=O)CCC)F)C N-(3-(5-(4-(dimethylamino)-phenyl)-1H-pyrazolo[3,4-b]pyridine-3-carbonyl)-2,4-difluorophenyl)-propane-1-sulfonamide